3-diphenylphosphanylpropyl-(diphenyl)phosphane C1(=CC=CC=C1)P(CCCP(C1=CC=CC=C1)C1=CC=CC=C1)C1=CC=CC=C1